OC1C=2C(C=COC2CC(C1O)O)=O 5,6,7-trihydroxy-5,6,7,8-tetrahydrochromone